1,3-dibromobutan-2-one BrCC(C(C)Br)=O